Tert-butyl N-[2-[3-[1-(2,6-dioxo-3-piperidyl)-3-methyl-2-oxo-benzimidazol-5-yl]propoxy]ethyl]-N-methyl-carbamate O=C1NC(CCC1N1C(N(C2=C1C=CC(=C2)CCCOCCN(C(OC(C)(C)C)=O)C)C)=O)=O